methyl (E)-(2-((4-cyanophenyl)amino)pyrimidin-4-yl)(4-(2-cyanoethenyl)-2,6-dimethylphenyl)carbamate C(#N)C1=CC=C(C=C1)NC1=NC=CC(=N1)N(C(OC)=O)C1=C(C=C(C=C1C)\C=C\C#N)C